NC1=C(C=CC(=C1)Br)S 2-amino-4-bromo-benzenethiol